CNS(=O)(=O)CCNC1=C(C=C(C=C1)NC1=CC=CC=C1)C1=NN(C=C1)CC=1C=NC=CC1 N-methyl-2-((4-(phenylamino)-2-(1-(pyridin-3-ylmethyl)-1H-pyrazol-3-yl)phenyl)amino)-ethane-1-sulfonamide